C(C)(=O)O[C@H]1[C@@H](SC=2C(=NC=C(C2)Cl)Br)O[C@@H]([C@@H]([C@@H]1N=[N+]=[N-])OC(C)=O)COC(C)=O 2-bromo-5-chloropyridin-3-yl 2,4,6-tri-O-acetyl-3-azido-3-deoxy-1-thio-alpha-D-galactopyranoside